6-((1,4-Dioxan-2-yl)methoxy)-2-(4-(3-aminopropoxy)-phenethyl)-3-ethylpyridin-4-ol hydrochloride Cl.O1C(COCC1)COC1=CC(=C(C(=N1)CCC1=CC=C(C=C1)OCCCN)CC)O